(R)-1-(2-((tert-butoxycarbonyl)amino)-3-methoxypropyl)-4-(2-chloro-5-methylpyridin-4-yl)-1H-imidazole-2-carboxylic acid methyl ester COC(=O)C=1N(C=C(N1)C1=CC(=NC=C1C)Cl)C[C@H](COC)NC(=O)OC(C)(C)C